O1CCC(=CC1)C1=NN2C(N(C(=C(C2=O)N2CCNCC2)CC)CC(=O)NC2=C(C=C(C(=C2)F)C(F)(F)F)C)=N1 2-(2-(3,6-Dihydro-2H-pyran-4-yl)-5-ethyl-7-oxo-6-(piperazin-1-yl)-[1,2,4]triazolo[1,5-a]pyrimidin-4(7H)-yl)-N-(5-fluoro-2-methyl-4-(trifluoromethyl)phenyl)acetamide